COC1=CC=C(CN(C=2N=C(SC2C(C(C(CC)=O)Br)=O)C2=CC(=NC=C2)OC)CC2=CC=C(C=C2)OC)C=C1 1-(4-(bis(4-methoxybenzyl)amino)-2-(2-methoxypyridin-4-yl)thiazol-5-yl)-2-bromopentane-1,3-dione